FC1(CCC(CC1)NC1=NC(=NC(=C1)OC1CN(C1)C(=O)OC)C=1SC=C(N1)C(=O)OCC)F ethyl 2-(4-((4,4-difluorocyclohexyl)amino)-6-((1-(methoxycarbonyl)azetidin-3-yl)oxy)pyrimidin-2-yl)thiazole-4-carboxylate